C(C)OC(=O)C1=C(SC(=C1)C1=CC=CC=C1)NC(=O)C1CN(CC1)C(=O)OC(C)(C)C tert-butyl 3-((3-(ethoxycarbonyl)-5-phenylthiophen-2-yl)carbamoyl)pyrrolidine-1-carboxylate